2-{[4-[4-(2-dimethylamino-phenyl)-piperidin-1-yl]-2-(1-trifluoromethyl-cyclopentyl)-quinazolin-6-yl]-methyl-amino}-ethanol CN(C1=C(C=CC=C1)C1CCN(CC1)C1=NC(=NC2=CC=C(C=C12)N(CCO)C)C1(CCCC1)C(F)(F)F)C